(furan-2-yl-methyl)benzamide O1C(=CC=C1)CC1=C(C(=O)N)C=CC=C1